7-mercapto-3-(4-pentyl-2-(trifluoromethyl)phenyl)-2H-chromen-2-one SC1=CC=C2C=C(C(OC2=C1)=O)C1=C(C=C(C=C1)CCCCC)C(F)(F)F